C(C)(C)(C)C=1C=CC2=C(C3=CC=CC=C3C(=C2C1)OC(=O)C1C(CC(=CC1)C)C(=O)O)OC(=O)C1C(CC(=CC1)C)C(=O)O 3-(tert-butyl)-9,10-bis[2-carboxy(4-methyl-4-cyclohexenyl)]carbonyloxyanthracene